6-(((2-(2-(3-(3',6'-dihydroxy-3-oxo-3H-spiro[isobenzofuran-1,9'-xanthen]-5-yl)thioureido)ethoxy)ethoxy)carbonyl)oxy)-2-naphthoic acid OC=1C=CC=2C3(C4=CC=C(C=C4OC2C1)O)OC(C1=CC(=CC=C13)NC(NCCOCCOC(=O)OC=1C=C3C=CC(=CC3=CC1)C(=O)O)=S)=O